C(C(=C)C)(=O)O.C(C)N=C=NC1=CC=C(C=C1)Cl ethyl-p-chlorophenyl-carbodiimide methacrylate